C(CC)(=O)OC(C\C=C\CC)=O trans-3-hexenoyl propionate